COC(COC1=C(C=C(C=C1)C)C)=O methyl-2,4-dimethyl-phenoxyacetate